2-(2,3-Dihydro-[1,4]dioxino[2,3-b]pyridin-2-ylmethoxy)-9-(1-hydroxy-cyclopentylethynyl)-6,7-dihydro-pyrimido[6,1-a]isoquinolin-4-one O1C(COC2=NC=CC=C21)COC2=NC(N1C(C3=CC=C(C=C3CC1)C#CC1(CCCC1)O)=C2)=O